ethyl ricinoleate sodium [Na].C(CCCCCCC\C=C/C[C@H](O)CCCCCC)(=O)OCC